(1R,3R,5R)-N-((R)-(4-chloro-2,5-difluorophenyl)(cyclopropyl)methyl)-2-azabicyclo[3.1.0]hexane-3-carboxamide ClC1=CC(=C(C=C1F)[C@H](NC(=O)[C@@H]1N[C@@H]2C[C@@H]2C1)C1CC1)F